N-(2,6-bis(3-phenylureido)phenyl)toluenesulfonamide C1(=CC=CC=C1)NC(NC1=C(C(=CC=C1)NC(=O)NC1=CC=CC=C1)NS(=O)(=O)CC1=CC=CC=C1)=O